7-fluoro-8-ethoxyquinazoline-2,4-diol FC1=CC=C2C(=NC(=NC2=C1OCC)O)O